4-bromo-2,6-dichloroanisole BrC1=CC(=C(C(=C1)Cl)OC)Cl